C(C)(=O)C1=CC=C(C(=O)NCC2=CC=C(C=C2)S(=O)(=O)CC)C=C1 4-acetyl-N-(4-(ethanesulfonyl)benzyl)benzamide